N-methyl-D-homotyrosine CN[C@H](CCC1=CC=C(C=C1)O)C(=O)O